ClC1=C(C=NNC1=O)I 5-chloro-4-iodo-1H-pyridazin-6-one